ClC=1C=CC(=NC1)C=1N=C2C(=NC1)N=C(S2)NC(OC(C)(C)C)=O tert-butyl (6-(5-chloropyridin-2-yl)thiazolo[4,5-b]pyrazin-2-yl)carbamate